ClC=1C=NC=CC1C1=CNC2=C1C=1N(C(=N2)N2CCC3(CC2)[C@@H](C2=CC=CC=C2C3)N)C=CN1 (S)-1'-(9-(3-chloropyridin-4-yl)-7H-imidazo[1,2-c]pyrrolo[3,2-e]pyrimidin-5-yl)-1,3-dihydrospiro[indene-2,4'-piperidin]-1-amine